C([C@H](O)C)(=O)[O-].[Ce+3].C([C@H](O)C)(=O)[O-].C([C@H](O)C)(=O)[O-] cerium D-lactate